C[C@H]1N(C[C@H]1OS(=O)(=O)C)C(=O)OC(C)(C)C tert-butyl (2R,3R)-2-methyl-3-((methylsulfonyl)oxy)azetidine-1-carboxylate